tert-butyl [(1R,3R)-3-(2-bromo-4-iodophenoxy)cyclopentyl]carbamate BrC1=C(O[C@H]2C[C@@H](CC2)NC(OC(C)(C)C)=O)C=CC(=C1)I